(R)-5-isopropyl-N-((S)-5-methyl-4-oxo-2,3,4,5-tetrahydrobenzo[b][1,4]oxazepin-3-yl)-5,6,7,8-tetrahydro-[1,2,4]triazolo[1,5-a]pyridine-2-carboxamide C(C)(C)[C@H]1CCCC=2N1N=C(N2)C(=O)N[C@@H]2C(N(C1=C(OC2)C=CC=C1)C)=O